(S)-1-((S)-1-(2-((S)-1-Amino-4,4,4-trifluoro-3,3-dimethylbutyl)imidazo[1,2-b]pyridazin-7-yl)-2-methoxyethyl)-4-(trifluoromethyl)imidazolidin-2-one N[C@@H](CC(C(F)(F)F)(C)C)C=1N=C2N(N=CC(=C2)[C@@H](COC)N2C(N[C@@H](C2)C(F)(F)F)=O)C1